1-(tert-butyl)-3-(naphthalen-1-ylmethyl)-1H-pyrazolo[3,4-d]pyrimidin-4-amine C(C)(C)(C)N1N=C(C=2C1=NC=NC2N)CC2=CC=CC1=CC=CC=C21